IC=1C=C(C=CC1O[Si](C)(C)C)CCC(=O)[O-] 3-[3-iodo-4-(trimethylsiloxy)phenyl]propionate